NCCS(=O)(=O)[O-].C(CCCCCCCCCCCCC)(=O)O.[Na+] sodium myristate taurate